N1=CC=C(C=C1)OS(=O)(=O)C(F)(F)F Pyridin-4-yl-trifluoromethanesulfonic acid